Isopentyl Pyrophosphate O(P([O-])(=O)OP(=O)([O-])[O-])CCC(C)C